methyl α-hydroxyisobutyrate OC(C(=O)OC)(C)C